5-bromo-3-(azetidin-1-yl)-1-[(2-(trimethylsilyl)ethoxy)methyl]-pyrazin-2(1H)-one BrC=1N=C(C(N(C1)COCC[Si](C)(C)C)=O)N1CCC1